Cl.C(C)(C)(C)OC([C@@H](N)CC(=O)OC(C)(C)C)=O L-aspartic acid di-t-butyl ester hydrochloride